COC=1C=C2CCNCC2=CC1NC1=NC2=CC(=CC=C2C=N1)C=1C=C(C=CC1)CO (3-{2-[(6-methoxy-1,2,3,4-tetrahydroisoquinolin-7-yl)amino]quinazolin-7-yl}phenyl)methanol